2,2,3,3-tetramethyl-4,7,10,13,16-pentaoxa-3-silaoctadecan-18-ol CC(C)([Si](OCCOCCOCCOCCOCCO)(C)C)C